O[C@@H]1C[C@H](N(C1)C([C@H](C(C)(C)C)NC(CCOCCC(=O)O)=O)=O)C(N[C@@H](C)C1=CC=C(C=C1)C1=C(N=CS1)C)=O 3-(3-(((S)-1-((2S,4R)-4-hydroxy-2-(((S)-1-(4-(4-methylthiazol-5-yl)phenyl)ethyl)carbamoyl)pyrrolidin-1-yl)-3,3-dimethyl-1-oxobutan-2-yl)amino)-3-oxopropoxy)propanoic acid